tert-butyl ((6-bromoimidazo[1,2-a]pyridin-3-yl)methyl)(methyl)carbamate BrC=1C=CC=2N(C1)C(=CN2)CN(C(OC(C)(C)C)=O)C